C1(CC1)CNC1=NC=CC(=C1)C=1OC=C(N1)C(=O)NC=1C(=NN(C1)C1CCN(CC1)C(CCC1CCN(CC1)C(=O)OC(C)(C)C)=O)C(F)F tert-butyl 4-[3-[4-[4-[[2-[2-(cyclopropylmethylamino)-4-pyridyl]oxazole-4-carbonyl]amino]-3-(difluoromethyl)pyrazol-1-yl]-1-piperidyl]-3-oxo-propyl]piperidine-1-carboxylate